CN1[C@@H](CCC1)COC=1N=CC2=C(N1)CN(CC21CC1)C(=O)OC(C)(C)C tert-butyl (S)-2'-((1-methylpyrrolidin-2-yl) methoxy)-6'H-spiro[cyclopropane-1,5'-pyrido[3,4-d]pyrimidine]-7'(8'H)-carboxylate